3-(4-(4-aminobut-1-yn-1-yl)-7-fluoro-1-oxoisoindolin-2-yl)piperidine-2,6-dione NCCC#CC1=C2CN(C(C2=C(C=C1)F)=O)C1C(NC(CC1)=O)=O